C(C=1C(O)=CC=CC1)(=O)OI.[Zn+2] zinc (II) mono-iodo salicylate